C[C@H]1CN(CCC1)CC1=CC(=C2CNC(C2=C1)=O)C(F)(F)F 6-{[(3R)-3-methylpiperidin-1-yl]methyl}-4-(trifluoromethyl)-2,3-dihydro-1H-isoindol-1-one